mannuronamide O=C[C@@H](O)[C@@H](O)[C@H](O)[C@H](O)C(=O)N